ClC1=C(C(=CC=C1Cl)OC)C1CC=2C(=NNC2)C1 5-(2,3-dichloro-6-methoxyphenyl)-2,4,5,6-tetrahydrocyclopenta[c]pyrazole